OC1=NC2=C(C=CC(=C2C=C1)CNC(C=C)=O)OC1=CC=C(C=C1)C(F)(F)F N-([2-hydroxy-8-{4-(trifluoromethyl)phenoxy}quinolin-5-yl]methyl)acrylamide